1,1'-(pentane-1,5-diyl)bis(3,4-dimethylpyridin-1-ium) dihydroxide [OH-].[OH-].C(CCCC[N+]1=CC(=C(C=C1)C)C)[N+]1=CC(=C(C=C1)C)C